C(C)(C)(C)OC(=O)N(C1C=2C=CC(=NC2CCC1)C(=O)OCC)CCC1=C(C=CC=C1)OCC1=C(C=C(C=C1)C1=CC=C(C=C1)C(F)(F)F)Cl Ethyl 5-{(tert-butoxycarbonyl)[2-(2-{[3-chloro-4'-(trifluoromethyl)biphenyl-4-yl]methoxy}phenyl)-ethyl]amino}-5,6,7,8-tetrahydroquinoline-2-carboxylate